FC(CP(OC(C(F)(F)F)C1=CC=CC=C1)([O-])=O)(F)F phenyl(2,2,2-trifluoroethyl) (2,2,2-trifluoroethyl)phosphonate